nickel-titanium-silver [Ag].[Ti].[Ni]